BrC(C)C=1C=C(C=C2C(C=C(OC12)C1CCOCC1)=O)C 8-(1-bromoethyl)-6-methyl-2-tetrahydropyran-4-yl-chromen-4-one